IC=1C=C(C=CC1)[C@](C(=O)OCC1=CC=CC=C1)(CCCC(CNC)(C)C)C benzyl (R)-2-(3-iodo-phenyl)-2,6,6-trimeth-yl-7-(methylamino)-heptanoate